8-oxabicyclo[3.2.1]octane-3-carboxylic acid C12CC(CC(CC1)O2)C(=O)O